2-{3-[(3S)-3-(propan-2-yl)piperazin-1-yl]-1,2,4-triazin-6-yl}-5-(1H-pyrazolo[3,4-d]pyrimidin-1-yl)phenol dihydrochloride Cl.Cl.CC(C)[C@H]1CN(CCN1)C=1N=NC(=CN1)C1=C(C=C(C=C1)N1N=CC=2C1=NC=NC2)O